4,5-diphenyl-1,10-diphenyl-phenanthroline C1(=CC=CC=C1)C=1C=CN(C2=C3N(C=CC=C3C=C(C12)C1=CC=CC=C1)C1=CC=CC=C1)C1=CC=CC=C1